IC1=NN(C2=NC(=NC=C21)N2[C@@H](COCC2)C(=O)OC)C Methyl (S)-4-(3-iodo-1-methyl-1H-pyrazolo[3,4-d]pyrimidin-6-yl)morpholine-3-carboxylate